9-hydroxyhexadecanoic acid OC(CCCCCCCC(=O)O)CCCCCCC